CC1(OB(OC1(C)C)C1=CC(=C2C=CC3=C(C=C(C4=CC=C1C2=C34)B3OC(C(O3)(C)C)(C)C)B3OC(C(O3)(C)C)(C)C)B3OC(C(O3)(C)C)(C)C)C 1,3,6,8-tetrakis(4,4,5,5-tetramethyl-1,3,2-dioxaborolan-2-yl)pyrene